The molecule is a 1,2-diacyl-sn-glycero-3-phosphoethanolamine in which the 1- and 2-acyl groups are specified as octadecanoyl and (7Z,10Z,13Z,16Z)-docosatetraenoyl respectively. It has a role as a mouse metabolite. CCCCCCCCCCCCCCCCCC(=O)OC[C@H](COP(=O)(O)OCCN)OC(=O)CCCCC/C=C\\C/C=C\\C/C=C\\C/C=C\\CCCCC